bis(α-phenylethyl) sulfone C1(=CC=CC=C1)C(C)S(=O)(=O)C(C)C1=CC=CC=C1